1-(trans-3-((2-((1-cyclopropyl-1H-pyrazol-4-yl)amino)-7H-pyrrolo[2,3-d]pyrimidin-4-yl)oxy)-4-fluoropiperidin-1-yl)prop-2-en-1-one C1(CC1)N1N=CC(=C1)NC=1N=C(C2=C(N1)NC=C2)O[C@@H]2CN(CC[C@H]2F)C(C=C)=O